C(C)(C)(C)OC(=O)NC1CC(C1)F 1-(N-(t-butoxycarbonyl)amino)-3-fluorocyclobutane